C1(CC(C(CC1)C(C)C)OCCC)C 3-menthoxypropane